2-[(S)-methanesulfinyl]ethan-1-ol C[S@](=O)CCO